(R)-3-[2-[3-(8-Amino-1,7-naphthyridin-2-yl)phenyl]ethynyl]-3-hydroxy-1-methyl-pyrrolidin-2-one NC=1N=CC=C2C=CC(=NC12)C=1C=C(C=CC1)C#C[C@]1(C(N(CC1)C)=O)O